C(C1=CC=CC=C1)OC(=O)N[C@H](C(=O)NNCC1C(N(CC1)C(=O)OC(C)(C)C)=O)CC(C)C tert-butyl 3-[[2-[(2S)-2-(benzyloxycarbonylamino)-4-methyl-pentanoyl]hydrazino]methyl]-2-oxo-pyrrolidine-1-carboxylate